FC1=C(C(C(C1(F)F)(F)F)(F)F)C(C(F)(F)F)(F)F 1,3,3,4,4,5,5-heptafluoro-2-(perfluoroethyl)cyclopent-1-ene